FC=1C(=C2C=CC(=CC2=CC1)O)SC 6-fluoro-5-(methylthio)naphthalen-2-ol